NC1=NNC2=C(C=C(C=C12)C1=CC(=NC=C1)NCCN)C#CC(C)(C)C N1-(4-(3-Amino-7-(3,3-dimethylbut-1-yn-1-yl)-1H-indazol-5-yl)pyridin-2-yl)ethane-1,2-diamine